N1(N=CC=C1)CC1=C(C=C(C(=O)N[S@@](=O)(=N)C2=C(C(=CC=C2OC)C)OC)C=C1)OC (S)-4-((1H-pyrazol-1-yl)methyl)-N-(2,6-dimethoxy-3-methylphenylsulfonimidoyl)-3-methoxybenzamide